N-(3-3-thienylnaphthyl)-2-(phenyl)-indole-13C S1C=C(C=C1)C=1C=C(C2=CC=CC=C2C1)N1[13C](=CC2=CC=CC=C12)C1=CC=CC=C1